FC(C1(CC1)NC(=O)C1=CC2=C(C=N1)CNC2)(F)F N-(1-(trifluoromethyl)cyclopropyl)-2,3-dihydro-1H-pyrrolo[3,4-c]pyridine-6-carboxamide